C(#N)[C@H](C[C@H]1C(NCC1)=O)NC(=O)[C@H]1N(CCC2=CC=CC=C12)C(=O)C=1NC2=CC=CC(=C2C1)OC (S)-N-[(1S)-1-cyano-2-[(3S)-2-oxopyrrolidin-3-yl]ethyl]-2-(4-methoxy-1H-indole-2-carbonyl)-3,4-dihydro-1H-isoquinoline-1-carboxamide